7-((3-methyl-4-(4-(trifluoromethyl)piperidin-1-yl)phenyl)amino)-2H-benzo[b][1,4]oxazin-3(4H)-one CC=1C=C(C=CC1N1CCC(CC1)C(F)(F)F)NC=1C=CC2=C(OCC(N2)=O)C1